tert-Butyl 3-(1-(4-fluorophenyl)-1H-pyrazol-4-yl)phenethylcarbamate FC1=CC=C(C=C1)N1N=CC(=C1)C=1C=C(CCNC(OC(C)(C)C)=O)C=CC1